ClC1=NC(=CC(=C1N1C(C2=CC(=C(C=C2[C@@H](C1)C(=C)C)N1N=C(N(C1=O)CC)CO)F)=O)C)C |o1:15| (S*)-2-(2-Chloro-4,6-dimethylpyridin-3-yl)-6-(4-ethyl-3-(hydroxymethyl)-5-oxo-4,5-dihydro-1H-1,2,4-triazol-1-yl)-7-fluoro-4-(prop-1-en-2-yl)-3,4-dihydroisoquinolin-1(2H)-one